FC(OC=1C=C(OC=2SC(=CN2)/C=C/C(C)=O)C=CC1)(F)F (E)-4-(2-(3-(trifluoromethoxy)phenoxy)thiazol-5-yl)but-3-en-2-one